1-(4-methoxy-3-(pentyloxy)phenyl)-3-(2-methoxy-4-(2-oxopyrrolidin-1-yl)benzyl)tetrahydropyrimidin-2(1H)-one COC1=C(C=C(C=C1)N1C(N(CCC1)CC1=C(C=C(C=C1)N1C(CCC1)=O)OC)=O)OCCCCC